C(C)OC(=O)C1=C(C2=C(N(C(N(C2=O)C(C(=O)O)(C)C)=O)C[C@H](OC(C)C)C2=CC=C(C=C2)I)S1)C (R)-2-(6-(ethoxycarbonyl)-1-(2-(4-iodophenyl)-2-isopropoxyethyl)-5-methyl-2,4-dioxo-1,2-dihydrothieno[2,3-d]pyrimidin-3(4H)-yl)-2-methylpropionic acid